2,3,4,6-tetra-O-acetyl-glucopyranose C(C)(=O)O[C@H]1C(O)O[C@@H]([C@H]([C@@H]1OC(C)=O)OC(C)=O)COC(C)=O